ClC=1C=CC(=C(C1)CC(CC(=O)OC)OC)[N+](=O)[O-] methyl 4-(5-chloro-2-nitrophenyl)-3-methoxybutyrate